5-chloro-N-(2,4-dimethoxybenzyl)-2,4-difluoro-N-(pyrazine-2-yl)benzenesulfonamide ClC=1C(=CC(=C(C1)S(=O)(=O)N(C1=NC=CN=C1)CC1=C(C=C(C=C1)OC)OC)F)F